4-(2-methoxy-4-methylphenyl)pyrido[3,4-d]pyridazin-1-ol COC1=C(C=CC(=C1)C)C=1N=NC(=C2C1C=NC=C2)O